(5-bromopyrimidin-2-yl)-3-oxa-8-azabicyclo[3.2.1]octane BrC=1C=NC(=NC1)C12COCC(CC1)N2